BrC1=C2C(=NN(C2=CC=C1C#N)C(C1=CC=CC=C1)(C1=CC=CC=C1)C1=CC=CC=C1)O 4-bromo-3-hydroxy-1-trityl-1H-indazole-5-carbonitrile